N-(2-(((Pyridin-3-ylmethyl)amino)methyl)quinolin-8-yl)-4-(trifluoromethyl)benzenesulfonamide N1=CC(=CC=C1)CNCC1=NC2=C(C=CC=C2C=C1)NS(=O)(=O)C1=CC=C(C=C1)C(F)(F)F